FC=1C(=CC2=C(N=C(O2)NC2=NC3=C(N2C)C=CC(=C3)C(=O)OCC)C1)C(F)(F)F ethyl 2-((5-fluoro-6-(trifluoromethyl) benzo[d]oxazol-2-yl) amino)-1-methyl-1H-benzo[d]imidazole-5-carboxylate